(±)-(4aR,13bS)-10-chloro-4-(cyclobutylmethyl)-11-methoxy-1,2,3,4,4a,5,6,13b-octahydro-8H-[1,6]naphthyridino[5,6-b]quinazolin-8-one ClC=1C=C2C(N3C(=NC2=CC1OC)[C@H]1CCCN([C@@H]1CC3)CC3CCC3)=O |r|